(S)-2-(4-(2,2-difluoro-7-((5-methoxy-7-methyl-1H-indol-4-yl)methyl)-7-azaspiro[3.5]nonan-6-yl)phenyl)propan-2-ol FC1(CC2(C1)C[C@H](N(CC2)CC2=C1C=CNC1=C(C=C2OC)C)C2=CC=C(C=C2)C(C)(C)O)F